CC1(OC(C2=CC=C(C=C12)NC1=NC=C(C(=N1)N1OCCC1C1=CC=CC=C1)C(F)(F)F)=O)C 3,3-dimethyl-5-((4-(3-phenylisoxazolidin-2-yl)-5-(trifluoromethyl)pyrimidin-2-yl)amino)isobenzofuran-1(3H)-one